(R)-(2-((((9H-fluoren-9-yl)methoxy)carbonyl)amino)propanamido)-2,6,8-trimethyldec-2-enoic acid C1=CC=CC=2C3=CC=CC=C3C(C12)COC(=O)NC(C(=O)NC(=C(C(=O)O)C)CC[C@H](CC(CC)C)C)C